methyl 3-(4-cyano-3-fluorophenyl)-1-(3-fluoro-4-(4-methylpiperazin-1-yl) phenyl)-1H-pyrazole-5-carboxylate C(#N)C1=C(C=C(C=C1)C1=NN(C(=C1)C(=O)OC)C1=CC(=C(C=C1)N1CCN(CC1)C)F)F